C(C)(C)(C)NS(=O)(=O)C=1C=C(C=CC1)NC1=NC(=NC=C1C)NC1=CC=C(OCCOC2=C(C(=O)O)C=C(C=C2)\N=N\C2=CC=C(C=C2)C(NCCC(=O)O)=O)C=C1 (E)-2-(2-(4-((4-((3-(N-(tert-butyl)sulfamoyl)phenyl)amino)-5-methylpyrimidin-2-yl)amino)phenoxy)ethoxy)-5-((4-((2-carboxyethyl)carbamoyl)phenyl)diazenyl)benzoic acid